O=C1C(=CN=C(N1CC(=O)O)C1=CC=CC=C1)NC(C1=CC(=CC=C1)C=1SC=CN1)=O (6-oxo-2-phenyl-5-(3-(thiazol-2-yl)benzamido)pyrimidin-1(6H)-yl)acetic acid